diethyl-2,4-furandicarboxylic acid C(C)C1=C(C(=C(O1)C(=O)O)CC)C(=O)O